2-hydroxy-4-(1-propenyl)phenol acetate C(C)(=O)OC1=C(C=C(C=C1)C=CC)O